5-((4-((2-cyclopropylethyl)amino)-5-methylpyrimidin-2-yl)amino)benzo[c][1,2]oxaborol-1(3H)-ol C1(CC1)CCNC1=NC(=NC=C1C)NC1=CC2=C(B(OC2)O)C=C1